OCCC1=C(C(=O)OC(CN2N=CN=C2)(CC)C2=C(C=C(C=C2)OC2=CC=C(C=C2)Cl)Cl)C=CC(=C1)N(C)C 2-[2-chloro-4-(4-chlorophenoxy)phenyl]-1-(1H-1,2,4-triazol-1-yl)butan-2-ol 2-HYDROXYETHYL-4-(DIMETHYLAMINO)BENZOATE